ClC1=CC=C(C=C1)C(C(OCCCN(C)C)=S)C (3-(dimethylamino)propyl) 2-(4-chlorophenyl)propanethioate